[C@@H]12CNC[C@H]2C1NC(CO/N=C\1/C(/NC2=CC=CC=C12)=C\1/C(NC2=CC=C(C=C12)F)=O)=O N-((1R,5S,6s)-3-azabicyclo[3.1.0]hexane-6-yl)-2-(((E)-((Z)-5'-fluoro-2'-oxo-[2,3'-biindolinylidene]-3-ylidene)amino)oxy)acetamide